C1(CC1)C1=C(C(=CC(=C1)N1CC2=CC=C(C=C2CC1)F)C)NC(CC1(CC1)C)=O N-(2-cyclopropyl-4-(6-fluoro-3,4-dihydroisoquinolin-2(1H)-yl)-6-methylphenyl)-2-(1-methylcyclopropyl)acetamide